5-isopropoxy-N-((5-isopropyl-3-(trifluoromethyl)pyridin-2-yl)carbamothioyl)picolinimidamide C(C)(C)OC=1C=CC(=NC1)C(NC(NC1=NC=C(C=C1C(F)(F)F)C(C)C)=S)=N